FC(S(=O)(=O)[O-])(F)F.CN1C(=[N+](C=C1)C)C 1,2,3-trimethylimidazolium trifluoromethanesulfonate